N1(CCC2=CC=CC(=C12)C(=O)OC)C(=O)OC(C)(C)C 1-(tert-butyl) 7-methyl indoline-1,7-dicarboxylate